6-[2-oxo-8-[[4,8-difluoro-1-[2-(methylamino)ethyl]-6,7-dihydro-5H-cyclopenta[f]benzotriazol-6-yl]methyl]-1-oxa-3,8-diazaspiro[4.5]decan-3-yl]-4H-pyrazino[2,3-b][1,4]oxazin-3-one O=C1OC2(CN1C1=NC3=C(OCC(N3)=O)N=C1)CCN(CC2)CC2CC=1C(=C(C3=C(N(N=N3)CCNC)C1F)F)C2